HYDROXYTRYPTAMINE C1=CC2=C(C=C1O)C(=CN2)CCN